C(C)N(C1=NC=C(C=N1)B(O)O)CC [2-(DIETHYLAMINO)PYRIMIDIN-5-YL]BORONIC ACID